FC1=CC=C(OCCCN2C[C@@H]3[C@@H](N4CC(NC=5C=CC=C3C45)=O)CC2)C=C1 (6bR,10aS)-8-(3-(4-fluorophenoxy)propyl)-6b,7,8,9,10,10a-hexahydro-1H-pyrido[3',4':4,5]pyrrolo[1,2,3-de]quinoxalin-2(3H)-one